potassium para-aminobenzoic acid NC1=CC=C(C(=O)O)C=C1.[K]